N-(1H-indazol-5-yl)-6-methyl-2-oxo-3,4-dihydro-1H-pyrimidine-5-carboxamide N1N=CC2=CC(=CC=C12)NC(=O)C=1CNC(NC1C)=O